10-Phenyl-9,9-dimethyl-thioxanthenium hexafluorophosphat F[P-](F)(F)(F)(F)F.C1(=CC=CC=C1)[S+]1C=2C=CC=CC2C(C2=CC=CC=C12)(C)C